BrC1=C(C=CC(=C1OCC1=CC=C(C=C1)OC)F)OC 2-bromo-4-fluoro-1-methoxy-3-((4-methoxybenzyl)oxy)benzene